2,6-bis(hydroxymethyl)heptane OCC(C)CCCC(C)CO